2-Bromo-[1,1':3',1'']-terphenyl BrC1=C(C=CC=C1)C1=CC(=CC=C1)C1=CC=CC=C1